(S)-1,1-bi-2-naphthol C1=CC=C2C(=C1)C=CC(=C2C3=C(C=CC4=CC=CC=C43)O)O